BrC1=NN(C(=C1Cl)C(=O)O)C1=NC=CC=C1Cl 3-bromo-4-chloro-1-(3-chloro-2-pyridyl)-1H-pyrazole-5-carboxylic acid